2-tert-butyl 3-ethyl 5-[(tert-butyldiphenylsilyl)oxy]-2-azabicyclo[2.2.1]heptane-2,3-dicarboxylate [Si](C1=CC=CC=C1)(C1=CC=CC=C1)(C(C)(C)C)OC1C2C(N(C(C1)C2)C(=O)OC(C)(C)C)C(=O)OCC